6-chloro-3-fluoro-8-[(1S,2S)-2-(2-pyridyl)cyclopropyl]imidazo[1,2-b]pyridazine ClC=1C=C(C=2N(N1)C(=CN2)F)[C@@H]2[C@H](C2)C2=NC=CC=C2